ClC1=NC(=NC(=C1)C(F)(F)F)N1CCN(CC1)S(=O)(=O)C1=CC=C(C=C1)N1CC(CC1=O)NC(OC(C)(C)C)=O tert-butyl N-[1-[4-[4-[4-chloro-6-(trifluoromethyl)pyrimidin-2-yl]piperazin-1-yl]sulfonylphenyl]-5-oxo-pyrrolidin-3-yl]carbamate